C(C)(C)(C)OC(=O)N1C[C@H](CC1)COCC=O (S)-3-((2-oxoethoxy)methyl)pyrrolidine-1-carboxylic acid tert-butyl ester